ClC1=C(C(=O)NCCNC(=O)[C@@H]2[C@H](CNCC2)O)C=CC(=C1)NC(=O)C=1N(C(=CN1)C1=C(C(=C(C=C1)OCC#N)F)F)C (3R,4S)-N-[2-[[2-chloro-4-[[5-[4-(cyanomethoxy)-2,3-difluoro-phenyl]-1-methylimidazole-2-carbonyl]amino]benzoyl]amino]ethyl]-3-hydroxy-piperidine-4-carboxamide